(cyclopropanecarboxamido)-4-((2,5-dimethyl-4,5-dihydro-[1,2,4]triazolo[1,5-a]quinoxalin-6-yl)amino)-N-(methyl-d3)pyridazine-3-carboxamide C1(CC1)C(=O)NC=1C(=C(N=NC1)C(=O)NC([2H])([2H])[2H])NC1=C2N(CC=3N(C2=CC=C1)N=C(N3)C)C